2-[2-(1-pyrrolidinyl)propoxy]propyl-N-methyl-N-(n-butyl)-amine N1(CCCC1)C(COC(CN(CCCC)C)C)C